dicyclohexyl-[2',6'-dimethoxy[1,1'-biphenyl]-2-yl]phosphine C1(CCCCC1)P(C1=C(C=CC=C1)C1=C(C=CC=C1OC)OC)C1CCCCC1